C(=O)C=1C=C2CN(CC2=CC1OC)C(CCC(=O)OCC)=O ethyl 4-(5-formyl-6-methoxy-isoindolin-2-yl)-4-oxo-butanoate